methyl 3-methyl-5-(1-methyl-6-oxo-1,6-dihydropyridin-3-yl)benzo[b]thiophene-2-carboxylate CC=1C2=C(SC1C(=O)OC)C=CC(=C2)C2=CN(C(C=C2)=O)C